6-butoxy-1-(4-(pyrrolidin-1-ylmethyl)benzyl)-1H-pyrazolo[3,4-d]pyrimidin-4-amine dihydrochloride Cl.Cl.C(CCC)OC1=NC(=C2C(=N1)N(N=C2)CC2=CC=C(C=C2)CN2CCCC2)N